C(C)(C)(C)OC(=O)N1C[C@H]2CC[C@@H](C1)N2C2=NC(=NC1=C(C(=C(C=C21)Cl)Br)F)Cl (1R,5S)-8-(7-bromo-2,6-dichloro-8-fluoroquinazolin-4-yl)-3,8-diazabicyclo[3.2.1]Octane-3-carboxylic acid tert-butyl ester